C1(CCCCC1)C(=O)OC(C1=CC=CC=C1)=O benzoic acid cyclohexanecarboxylic anhydride